C1(CCCCC1)C(CC(=O)C1CC1)=O 1-cyclohexyl-3-cyclopropyl-1,3-propanedione